NC(CC(=O)OC)CC1=C(C=CC(=C1)Cl)[N+](=O)[O-] Methyl 3-amino-4-(5-chloro-2-nitrophenyl)butanoate